5-(butylamino)-2-ethoxy-N-(5-nitrothiazol-2-yl)benzamide C(CCC)NC=1C=CC(=C(C(=O)NC=2SC(=CN2)[N+](=O)[O-])C1)OCC